C(N)(OS(=O)(=O)C=1SC(=C(C1C1=CC=C(C=C1)CN1C(=NC=C1)Cl)C)CC(C)C)=O ((3-(4-((2-chloro-1H-imidazol-1-yl) methyl) phenyl)-5-isobutyl-4-methylthiophene-2-yl) sulfonyl) carbamate